COC(C)C1=NOC(=N1)C1=NC=C(C=C1N)S(=O)(=O)C1=CC=C(C=C1)OC(F)(F)F 2-[3-(1-Methoxyethyl)-1,2,4-oxadiazol-5-yl]-5-[4-(trifluoromethoxy)benzene-1-sulfonyl]pyridin-3-amine